4-(1-hydroxyethyl)-2,6-dimethoxyphenol OC(C)C1=CC(=C(C(=C1)OC)O)OC